NC1=NC=2C=CC(=CC2C=2N1C=NC2)C(=O)N(C2COCC1=NC(=CC=C12)C(F)(F)F)C 5-amino-N-methyl-N-(2-(trifluoromethyl)-5,8-dihydro-6H-pyrano[3,4-b]pyridin-5-yl)imidazo[1,5-c]quinazoline-9-carboxamide